dipentaerythritol β-mercaptopropionate SC(C(=O)O)C.OCC(CO)(CO)CO.OCC(CO)(CO)CO